tridecyl-methyl fluoride C(CCCCCCCCCCCC)CF